CC1=NN2C(C=C(C(=C2)C)NC(=O)N2CCC=3C2=NC=CC3N3CCN(C2(CC2)C3)C(=O)OC(C)(C)C)=C1 tert-butyl 7-(1-((2,6-dimethylpyrazolo[1,5-a]pyridin-5-yl)carbamoyl)-2,3-dihydro-1H-pyrrolo[2,3-b]pyridin-4-yl)-4,7-diazaspiro[2.5]octane-4-carboxylate